FC1(CCC2=C1N=C(N=C2C2=CC=C1CCNCC1=C2)N2[C@H]([C@@H](C2)O)C)F (2S,3R)-1-(7,7-difluoro-4-(1,2,3,4-tetrahydroisoquinolin-7-yl)-6,7-dihydro-5H-cyclopenta[d]pyrimidin-2-yl)-2-methylazetidin-3-ol